2-(1,2-dibenzyl-3,5-dioxopyrrolidin-4-ylidene)-5-methylbenzo[d][1,3]dithiol-4,7-diyl bis((2-(methacryloyloxy)ethyl)succinate) C(C(=C)C)(=O)OCCC(C(=O)OC1=C(C=C(C=2SC(SC21)=C2C(C(N(C2=O)CC2=CC=CC=C2)CC2=CC=CC=C2)=O)OC(C(CC(=O)[O-])CCOC(C(=C)C)=O)=O)C)CC(=O)[O-]